(3R)-3-(3-aminoanilino)piperidine-2,6-dione NC=1C=C(N[C@H]2C(NC(CC2)=O)=O)C=CC1